3-(prop-2-yn-1-yloxy)tetrahydrofuran C(C#C)OC1COCC1